2-(3-acetyl-6-(pyrimidin-5-yl)-1H-indol-1-yl)-N-(2-((3-chloro-2-fluorophenylmethyl)amino)-2-oxoethyl)-N-cyclopropylacetamide C(C)(=O)C1=CN(C2=CC(=CC=C12)C=1C=NC=NC1)CC(=O)N(C1CC1)CC(=O)NCC1=C(C(=CC=C1)Cl)F